CC1(CN(C1)CCOC1=CC=2N(C=C1)C(=CN2)C2=NC=NC(=C2)NCC2=CC=C(C=C2)C=2C=NN(C2)C)C#N 3-methyl-1-[2-(3-{6-[4-(1-methyl-1H-pyrazol-4-yl)-benzylamino]-pyrimidin-4-yl}-imidazo[1,2-a]pyridin-7-yloxy)-ethyl]-azetidine-3-carbonitrile